ClC=1C=C(C=CC1Cl)C1(CC(NC1)C(=O)O)O 4-(3,4-dichlorophenyl)-4-hydroxypyrrolidine-2-carboxylic acid